FC(CC)(F)C=1C=C(C=CC1)NC(=O)C1C(=NN(C1=O)C1=CC(=C(C=C1)OC)C1=NC=CC=C1C)C N-(3-(1,1-difluoropropyl)phenyl)-1-(4-methoxy-3-(3-methylpyridin-2-yl)phenyl)-3-methyl-5-oxo-4,5-dihydro-1H-pyrazole-4-carboxamide